N=1NC(=C2C1N=NC=C2)N 2H-pyrazolo[3,4-c]pyridazin-3-amine